(S)-2-(4-Bromo-3-methylthiophen-2-carboxamido)-N1-(1-(2-(2-adamantylamino)-2-oxoethyl)-2-oxo-1,2-dihydropyridin-3-yl)-N6-methyl-5-oxohexandiamid BrC=1C(=C(SC1)C(=O)N[C@H](C(=O)NC=1C(N(C=CC1)CC(=O)NC1C2CC3CC(CC1C3)C2)=O)CCC(C(=O)NC)=O)C